3,4'-bis[N-(spiro-9,9'-bifluorene-2-yl)-N-phenylamino]biphenyl C1=C(C=CC=2C3=CC=CC=C3C3(C4=CC=CC=C4C4=CC=CC=C43)C12)N(C1=CC=CC=C1)C=1C=C(C=CC1)C1=CC=C(C=C1)N(C1=CC=2C4(C3=CC=CC=C3C2C=C1)C1=CC=CC=C1C1=CC=CC=C14)C1=CC=CC=C1